tert-butyl 4-{4-[(4-{1-[(tert-butoxy) carbonyl]-1,2,3,6-tetrahydropyridin-4-yl}-3-methylphenyl)carbamoyl]-3-(trifluoromethyl)phenyl}-1,2,3,6-tetrahydropyridine-1-carboxylate C(C)(C)(C)OC(=O)N1CCC(=CC1)C1=C(C=C(C=C1)NC(=O)C1=C(C=C(C=C1)C=1CCN(CC1)C(=O)OC(C)(C)C)C(F)(F)F)C